1,3-dibromo-5-trifluoromethylbenzene BrC1=CC(=CC(=C1)C(F)(F)F)Br